ClC1=CC=C(S1)CN1C=CC2=CC(=CC=C12)NC(CC(C)(C)C)=O N-[1-(5-Chlorothiophen-2-ylmethyl)-1H-indol-5-yl]-3,3-dimethylbutyramide